C(CCCCCCCC)(=O)C(CCCC)(N)N nonanoyl-pentanediamine